(2S)-2-{bis[3,5-bis(trifluoromethyl)phenyl][(trimethylsilyl)oxy]methyl}pyrrolidine FC(C=1C=C(C=C(C1)C(F)(F)F)C([C@H]1NCCC1)(O[Si](C)(C)C)C1=CC(=CC(=C1)C(F)(F)F)C(F)(F)F)(F)F